3-[(3R)-4,4-difluorotetrahydrofuran-3-yl]-1-methyl-1-[(1R)-2-phenoxy-1-(4-pyridyl)ethyl]urea FC1([C@@H](COC1)NC(N([C@@H](COC1=CC=CC=C1)C1=CC=NC=C1)C)=O)F